FC1=C(C=CC(=C1)C)C=1N(C(=C(C1C(=O)N)C(=C)C)C1=C2C(=NC=C1)NC=C2)COCC[Si](C)(C)C 2-(2-fluoro-4-methylphenyl)-4-(prop-1-en-2-yl)-5-(1H-pyrrolo[2,3-b]pyridin-4-yl)-1-{[2-(trimethylsilyl)ethoxy]methyl}-1H-pyrrole-3-carboxamide